N-(6-(piperazin-1-yl)pyridin-3-yl)-8-(pyridin-2-yl)quinazolin-2-amine N1(CCNCC1)C1=CC=C(C=N1)NC1=NC2=C(C=CC=C2C=N1)C1=NC=CC=C1